C(C)OC(=O)C=1N=C(N(C1C)C)OC1=C(C=C(C=C1)N1N=CN(C1=O)CC1=C(C=CC=C1F)F)F Ethyl-2-(4-(4-(2,6-difluorobenzyl)-5-oxo-4,5-dihydro-1H-1,2,4-triazol-1-yl)-2-fluorophenoxy)-1,5-dimethyl-1H-imidazole-4-carboxylate